O1C2=C(NCC1)C=C(C=C2)C=2N=C(C1=C(N2)C=C(S1)CN(C1=NC=C(C=N1)C(=O)NO)C)N1CCOCC1 2-(((2-(3,4-dihydro-2H-benzo[b][1,4]oxazin-6-yl)-4-morpholinothieno[3,2-d]pyrimidin-6-yl)methyl)(methyl)amino)-N-hydroxypyrimidine-5-carboxamide